2-((2-chlorophenyl)(phenyl)amino)-N-(7-(hydroxyamino)-7-oxoheptyl)pyrimidine-5-carboxamide trans-benzyl-3-(difluoromethyl)-4-[ethoxy(hydroxy)methyl]pyrrolidine-1-carboxylate C(C1=CC=CC=C1)OC(=O)N1C[C@H]([C@@H](C1)C(O)OCC)C(F)F.ClC1=C(C=CC=C1)N(C1=NC=C(C=N1)C(=O)NCCCCCCC(=O)NO)C1=CC=CC=C1